C(C)(C)(C)OC(NC(COC)COC1=CC(=C(C=C1)C)C(NC1(CC1)C1=CC=CC2=CC=CC=C12)=O)=O tert-Butyl(1-methoxy-3-(4-methyl-3-((1-(naphthalen-1-yl)cyclopropyl)carbamoyl)phenoxy) propan-2-yl)carbamate